C(N)(=O)C1=CC(=C(C=C1)C1=CN=C(S1)[C@@H]1CC[C@H](CC1)NC(OC(C)C)=O)S(NCC)(=O)=O isopropyl (trans-4-(5-(4-carbamoyl-2-(N-ethylsulfamoyl)phenyl)thiazol-2-yl)cyclohexyl)carbamate